COC1(CNCCC1O)C 3-methoxy-3-methyl-piperidin-4-ol